OC1=C(C=C(C=C1)CCOC(C(=C)C)=O)N1N=C2C(=N1)C=CC=C2 2-(2'-hydroxy-5'-(2-methacryloyl-oxyethyl)phenyl)benzotriazole